O[C@@]1(C(N(CC1)C)=O)C1=CC(=CC=C1)C1=COC(=C1)C1=CN(C2=NC=CC=C21)S(=O)(=O)C2=CC=C(C)C=C2 (R)-3-hydroxy-1-methyl-3-(3-(5-(1-tosyl-1H-pyrrolo[2,3-b]pyridin-3-yl)furan-3-yl)phenyl)pyrrolidin-2-one